N1C(=CC2=CC=CC=C12)C(=O)O 2-indoleformic acid